ClC1=C(OC2=C1C=C(C=C2C(=O)O)Cl)CNC(=O)C=2C=NN1C2N=CC=C1 3,5-Dichloro-2-((pyrazolo[1,5-a]pyrimidine-3-carboxamido)methyl)benzofuran-7-carboxylic acid